N-methoxy-N-methyl-6-phenyl-5,6-dihydro-4H-pyrrolo[1,2-b]pyrazole-2-carboxamide CON(C(=O)C=1C=C2N(N1)C(CC2)C2=CC=CC=C2)C